OC=1C=C(C2=CC=CC=C2C1)C1=CC=C2C(=NC(=NC2=C1)OC[C@H]1N(CCC1)C)N1[C@H]2CN(C[C@@H]1CC2)C(CC=2C=NN(C2)C)=O 1-((1R,5S)-8-(7-(3-hydroxynaphthalen-1-yl)-2-(((S)-1-methylpyrrolidin-2-yl)methoxy)quinazolin-4-yl)-3,8-diazabicyclo[3.2.1]octan-3-yl)-2-(1-methyl-1H-pyrazol-4-yl)ethan-1-one